OCC1(CN2C(O1)=C(C=N2)S(=O)(N)=NC(NC2=C1CCC1=CC=1CCC21)=O)C 2-(hydroxymethyl)-2-methyl-N'-(tricyclo[6.2.0.03,6]deca-1,3(6),7-trien-2-ylcarbamoyl)-2,3-dihydropyrazolo[5,1-b]oxazole-7-sulfonimidamide